C(#N)C1=C(C[C@H]2CCNC2)C=CC=C1 (S)-4-(2-Cyano-benzyl)-pyrrolidine